2-(Indolin-1-yl)ethan-1-amine N1(CCC2=CC=CC=C12)CCN